C(C)N(/C=C/C=C(/C(=O)OCCCCCCCC)\S(=O)(=O)C1=CC=CC=C1)CC Octyl (2Z,4E)-5-(diethylamino)-2-(phenylsulfonyl)penta-2,4-dienoate